[4-({(2R)-2-ethoxy-3-[4-(trifluoromethyl)phenoxy]propyl}sulfanyl)-2-methylphenoxy]acetic acid C(C)O[C@@H](CSC1=CC(=C(OCC(=O)O)C=C1)C)COC1=CC=C(C=C1)C(F)(F)F